NCCC(C(=O)NC1CCC=2C=3C1=C1C(=NC3C=C(C2C)F)C2=CC3=C(C(N2C1)=O)COC(C3(O)CC)=O)(F)F 4-amino-N-(9-ethyl-5-fluoro-9-hydroxy-4-methyl-10,13-dioxo-2,3,9,10,13,15-hexahydro-1H,12H-benzo[de]pyrano[3',4':6,7]indolizino[1,2-b]quinolin-1-yl)-2,2-difluorobutanamide